CNC[C@@H]1[C@H](C1)C N-methyl-1-((1S,2S)-2-methylcyclopropyl)methylamine